FC=1C=C2C(C=C(OC2=CC1)C(=O)NC=1C=NC=CC1)=O 6-fluoro-4-oxo-N-(pyridin-3-yl)-4H-chromen-2-carboxamide